C(#CC)C1=CN(C=2N=CN=C(C21)N)[C@@H]2SC([C@H]1OC(O[C@H]12)(C)C)CO[Si](C1=CC=CC=C1)(C1=CC=CC=C1)C(C)(C)C 5-(prop-1-yn-1-yl)-7-((3aR,4R,6aS)-6-(((tert-butyldiphenylsilyl)oxy)methyl)-2,2-dimethyltetrahydrothieno[3,4-d][1,3]dioxol-4-yl)-7H-pyrrolo[2,3-d]pyrimidin-4-amine